4-(dicyanomethylene)-2-methyl-6-(4-dimethylaminostyryl)-4H-pyrane C(#N)C(=C1C=C(OC(=C1)C=CC1=CC=C(C=C1)N(C)C)C)C#N